disodium anthraquinone-2,7-disulfonate C1=C(C=CC=2C(C3=CC=C(C=C3C(C12)=O)S(=O)(=O)[O-])=O)S(=O)(=O)[O-].[Na+].[Na+]